(1E,1'E)-(3,3'-dimethyl-[1,1'-biphenyl]-4,4'-diyl)bis(diazene-2,1-diyl)bis(4-aminonaphthalene-1-sulfonic acid) sodium [Na].CC=1C=C(C=CC1/N=N/C1=C(C2=CC=CC=C2C(=C1)N)S(=O)(=O)O)C1=CC(=C(C=C1)/N=N/C1=C(C2=CC=CC=C2C(=C1)N)S(=O)(=O)O)C